FC1=C(C=CC(=C1)[N+](=O)[O-])N1CCC(CC1)N1CC2(C1)CN(C2)C2=NC=C(C=N2)B2OC(C(O2)(C)C)(C)C 2-[1-(2-fluoro-4-nitro-phenyl)-4-piperidyl]-6-[5-(4,4,5,5-tetramethyl-1,3,2-dioxaborolan-2-yl)pyrimidin-2-yl]-2,6-diazaspiro[3.3]heptane